ClC=1C(=NC(=NC1C)N1CC2(C1)CNC2)N[C@H](C)C2=C(C=C(C=C2)Cl)Cl (R)-5-chloro-N-(1-(2,4-dichlorophenyl)ethyl)-6-methyl-2-(2,6-diazaspiro[3.3]heptan-2-yl)pyrimidin-4-amine